O=C1N(C(C2=CC=CC=C12)=O)OC[C@@H]1[C@H]([C@H]([C@@H](O1)N1C2=NC=NC(=C2N=C1)NC(C1=CC=CC=C1)=O)OC)O N-(9-((2R,3R,4R,5R)-5-(((1,3-dioxoisoindolin-2-yl)oxy)methyl)-4-hydroxyl-3-methoxytetrahydrofuran-2-yl)-9H-purin-6-yl)benzamide